O=C1NC(CCC1N1C(C2=CC=CC(=C2C1)NCCCCC(=O)N1CCC(CC1)C1=CC=C(C(=O)N2CCC(CC2)CCCCNC(\C=C\C=2C=NC=CC2)=O)C=C1)=O)=O (E)-N-(4-(1-(4-(1-(5-((2-(2,6-dioxopiperidin-3-yl)-1-oxoisoindolin-4-yl)amino)pentanoyl)piperidin-4-yl)benzoyl)piperidin-4-yl)butyl)-3-(pyridin-3-yl)acrylamide